ClC1=C(C#N)C=C(C=C1)N1N=NN=C1CN(CC(C1=CC=CC=C1)O)C1CCCCC1 2-chloro-5-(5-((cyclohexyl-(2-hydroxy-2-phenylethyl)amino)methyl)-1H-tetrazol-1-yl)benzonitrile